(3R)-5-methyl-3-(methylamino)hexanoate CC(C[C@H](CC(=O)[O-])NC)C